N(/N)=C\1/NCCOC2=C1C=CC=C2[N+](=O)[O-] (Z)-5-hydrazono-9-nitro-2,3,4,5-tetrahydrobenzo[f][1,4]oxazepine